(R)-6-ethyl-5-(8-methoxy-[1,2,4]triazolo[1,5-a]pyridin-6-yl)-1-(1-(3,3,3-trifluoropropyl)piperidin-3-yl)-1,3-dihydro-2H-benzo[d]imidazol-2-one C(C)C=1C(=CC2=C(N(C(N2)=O)[C@H]2CN(CCC2)CCC(F)(F)F)C1)C=1C=C(C=2N(C1)N=CN2)OC